8-(5-chloro-2-fluorophenyl)-N-(6-morpholinylpyridin-3-yl)quinazolin-2-amine ClC=1C=CC(=C(C1)C=1C=CC=C2C=NC(=NC12)NC=1C=NC(=CC1)N1CCOCC1)F